FC1=C(C=CC=C1)C1=NC(=NC=2[C@]3([C@H](CCC12)[C@H](C(C(=C3)C#N)=O)C)C)C3=CN=NC=C3 (6aR,7R,10aS)-4-(2-fluorophenyl)-7,10a-dimethyl-8-oxo-2-(pyridazin-4-yl)-5,6,6a,7,8,10a-hexahydrobenzo[h]quinazoline-9-carbonitrile